NC1=NC(=C(C(=N1)N[C@@H](CC(F)F)C=1N(S(C2=C(C1)C=CC=C2Cl)(O)O)C2=CC=CC=C2)C#N)C (S)-2-amino-4-((1-(8-chloro-1,1-dihydroxy-2-phenyl-2H-benzo[e][1,2]thiazin-3-yl)-3,3-difluoropropyl)amino)-6-methylpyrimidine-5-carbonitrile